C1(CC1)CC1=CC(=C(C=C1)C(C(=O)O)N1C[C@@H](CC1)OCCCCCC1=NC=2NCCCC2C=C1)OC 2-(4-(cyclopropylmethyl)-2-methoxyphenyl)-2-((R)-3-((5-(5,6,7,8-tetrahydro-1,8-naphthyridin-2-yl)pentyl)oxy)pyrrolidin-1-yl)acetic acid